OC1=C(C=C(C=C1)O)S ls-2,5-dihydroxythiophenol